N=C(C(C#N)=N)C#N diiminosuccinonitrile